ClC1=C2C(C[C@@]3(CC4(OCCO4)CCC3)C2=CC=C1)(O)C (1S)-4-chloro-3-methyl-2,3-dihydrodispiro[indene-1,1'-cyclohexane-3',2''-[1,3]dioxolane]-3-ol